(4,8-dihydroxy-1-naphthyl)dimethyl-sulfonium trifluoromethanesulfonate FC(S(=O)(=O)[O-])(F)F.OC1=CC=C(C2=C(C=CC=C12)O)[S+](C)C